4-(5-fluoropyridin-3-yl)-2-(morpholin-4-yl)-8-(1H-pyrazol-5-yl)-1,7-naphthyridine FC=1C=C(C=NC1)C1=CC(=NC2=C(N=CC=C12)C1=CC=NN1)N1CCOCC1